4-chloro-5-([1-[4-(2-cyclopropoxyphenyl)pyridin-3-yl]cyclopropoxy]methyl)-2-fluorobenzene ClC1=CC(=CC=C1COC1(CC1)C=1C=NC=CC1C1=C(C=CC=C1)OC1CC1)F